ClC=1C=C(C[C@@]2(NC3=CC=CC=C3C2)C=C)C=C(C1)Cl (S)-2-(3,5-dichlorobenzyl)-2-vinylindoline